1,5-diethyl (2S)-2-aminopentanedioate-HCl Cl.N[C@H](C(=O)OCC)CCC(=O)OCC